C(C)(C)(C)O[Si](OCC)(OCC)OCC tert-butoxy-triethoxysilane